C1(CC1)C1=CC=C(O[C@H]2[C@@H](CN(CC2)C2=CC(N(C=3C=CC(=NC23)C#N)C)=O)C)C=C1 8-((3R,4R)-4-(4-cyclopropylphenoxy)-3-methylpiperidin-1-yl)-5-methyl-6-oxo-5,6-dihydro-1,5-naphthyridine-2-carbonitrile